(S)-4-{2-[4-(6-bromoquinolin-2-yl)phenoxy]ethyl}-1,5-dimethylpiperazin-2-one BrC=1C=C2C=CC(=NC2=CC1)C1=CC=C(OCCN2CC(N(C[C@@H]2C)C)=O)C=C1